6-(Dimethylamino)-N-(2-ethoxy-5-ethylbenzene-1-sulfonyl)-1-benzofuran-2-carboxamide CN(C1=CC2=C(C=C(O2)C(=O)NS(=O)(=O)C2=C(C=CC(=C2)CC)OCC)C=C1)C